COC(CN1C(C(N=C(C2=C1C=CC(=C2)Br)C2=NC=CC=C2)C(CC)CC)=O)=O 2-(7-bromo-2-oxo-3-(pent-3-yl)-5-(pyridin-2-yl)-2,3-dihydro-1H-benzo[e][1,4]diazepin-1-yl)acetic acid methyl ester